NC=1C2=C(C=CC=C2N=C2CCCC(C12)=O)Br 9-amino-8-bromo-3,4-dihydroacridin-1(2H)-one